FC=1C(=C(C(=C(C1)OC)C)N1C=NC2=C(C1=O)C=C(N2)C=2C=NC(=CC2)N2CCOCC2)C 3-(3-Fluoro-5-methoxy-2,6-dimethylphenyl)-6-(6-morpholinopyridin-3-yl)-3,7-dihydro-4H-pyrrolo[2,3-d]pyrimidin-4-one